2-(diethylcarbamoylamino)-4-[4-(5,6,7,8-tetrahydro-1,8-naphthyridin-2-yl)butyl-[2-(3,4,5-trimethoxyphenoxy)ethyl]amino]butanoic acid C(C)N(C(=O)NC(C(=O)O)CCN(CCOC1=CC(=C(C(=C1)OC)OC)OC)CCCCC1=NC=2NCCCC2C=C1)CC